(2R,3S,5R)-5-(6-amino-2-fluoro-9H-purin-9-yl)-2-(2-fluoroethyl)-2-(hydroxymethyl)tetrahydrofuran-3-ol NC1=C2N=CN(C2=NC(=N1)F)[C@H]1C[C@@H]([C@](O1)(CO)CCF)O